2-[4-(4-Acetyl-[1,4]diazepan-1-yl)-6-(4-carboxy-phenyl)-pyrimidin-2-ylamino]-4-methylthiazole-5-carboxylic acid ethyl ester C(C)OC(=O)C1=C(N=C(S1)NC1=NC(=CC(=N1)N1CCN(CCC1)C(C)=O)C1=CC=C(C=C1)C(=O)O)C